CC1(CC2=CC=C(C=C2CC1)CN1CCOCC1)C (3aR,4R,6aS)-2,2-dimethyl-6-(morpholinomethyl)tetralin